5-(4-isopropoxyphenyl)furan-2-carbohydrazide C(C)(C)OC1=CC=C(C=C1)C1=CC=C(O1)C(=O)NN